C1(=CC=CC=C1)S(=O)(=O)NC=1C=C(C=CC1)/C=C/CCOC1=C(C=CC=C1)CCC(=O)O 3-[2-[(E)-4-[3-(Benzenesulfonamido)phenyl]but-3-enoxy]phenyl]propanoic acid